O=CCC1=CC=C(C=C1)NC(OC(C)(C)C)=O tert-butyl (4-(2-oxoethyl)phenyl)carbamate